ClC1=NC(=CC=C1C(=O)O)N1N=C(C=C1)CO 2-chloro-6-[3-(hydroxymethyl)pyrazol-1-yl]pyridine-3-carboxylic acid